COC1=C(C=C(C=C1)C(C)C=1N=C(C2=C(N1)OC(=C2C(=O)N)C)NC2(CC2)C)C [1-(4-methoxy-3-methylphenyl)ethyl]-6-methyl-4-[(1-methylcyclopropyl)amino]furo[2,3-d]pyrimidine-5-carboxamide